FC(C(=O)[O-])(F)F.[Zn+2].FC(C(=O)[O-])(F)F ZINC TRIFLUOROACETATE